NC1=C(C=C(C=C1)[N+](=O)[O-])NC([C@H](CC(C)C)NC(OC(C)(C)C)=O)=S tert-Butyl (S)-(1-((2-amino-5-nitrophenyl)amino)-4-methyl-1-thioxopentan-2-yl)carbamate